BrC1=CC(=CC2=C1SC(=C2)C(=O)N)OC(C)C 7-Bromo-5-isopropoxybenzo[b]thiophene-2-carboxamide